3-((1-(2,6-dimethylpyridin-3-yl)-5-methyl-4-nitro-1H-pyrazol-3-yl)oxy)propan-1-ol CC1=NC(=CC=C1N1N=C(C(=C1C)[N+](=O)[O-])OCCCO)C